4-[1-(2,2-Dimethylpropionyl)-5-(4-fluorophenyl)-6-trimethylsilyl-pyrrolo[2,3-f]indazol-7-yl]benzoic acid methyl ester COC(C1=CC=C(C=C1)C1=C(N(C=2C=C3C=NN(C3=CC21)C(C(C)(C)C)=O)C2=CC=C(C=C2)F)[Si](C)(C)C)=O